2-(4-(benzyloxy)-7-methyl-1H-indol-3-yl)-N,N-dipropyl-2-oxoacetamide C(C1=CC=CC=C1)OC1=C2C(=CNC2=C(C=C1)C)C(C(=O)N(CCC)CCC)=O